3-(6-Fluoro-5-(4-(hydroxymethyl)piperidin-1-yl)-1-oxoisoindol-2-yl)piperidine-2,6-dione FC1=C(C=C2CN(C(C2=C1)=O)C1C(NC(CC1)=O)=O)N1CCC(CC1)CO